OC=1C(=C(C(=CC1)C)C=1C=C2C(=NC1)NC(=C2)C=2CCN(CC2)C(C)=O)C 1-(4-(5-(3-hydroxy-2,6-dimethylphenyl)-1H-pyrrolo[2,3-b]pyridin-2-yl)-3,6-dihydropyridin-1(2H)-yl)ethan-1-one